N-((6-cyano-6'-(4-fluorophenyl)-[2,4'-bipyridin]-3'-yl)methyl)acrylamide C(#N)C1=CC=CC(=N1)C1=C(C=NC(=C1)C1=CC=C(C=C1)F)CNC(C=C)=O